4-(4-((1-(4-Methoxybenzoyl)azetidin-3-yl)sulfonyl)-3,4-dihydro-2H-pyrido[4,3-b][1,4]thiazin-8-yl)benzonitrile COC1=CC=C(C(=O)N2CC(C2)S(=O)(=O)N2C3=C(SCC2)C(=CN=C3)C3=CC=C(C#N)C=C3)C=C1